3-(((2-((4-(4-(((2-(2,6-dioxopiperidin-3-yl)-4-fluoro-1,3-dioxoisoIndoline-5-yl)methyl)(methyl)amino)piperidin-1-yl)phenyl)amino)-5-(trifluoromethyl)pyrimidin-4-yl)amino)methyl)benzene O=C1NC(CCC1N1C(C2=CC=C(C(=C2C1=O)F)CN(C1CCN(CC1)C1=CC=C(C=C1)NC1=NC=C(C(=N1)NCC=1C=CC=CC1)C(F)(F)F)C)=O)=O